7-bromo-N-(2-((tert-butyldimethylsilyl)oxy)ethyl)-6-chloro-5,8-difluoro-2-(methylthio)-N-(tetrahydro-2H-pyran-3-yl)quinazolin-4-amine BrC1=C(C(=C2C(=NC(=NC2=C1F)SC)N(C1COCCC1)CCO[Si](C)(C)C(C)(C)C)F)Cl